C(C)(C)(C)OC(=O)N1C[C@@H]2COC3=C(C(N2CC1)=O)C=C(C(=C3F)Br)Cl (12aR)-9-bromo-8-chloro-10-fluoro-6-oxo-3,4,12,12a-tetrahydro-6H-pyrazino[2,1-c][1,4]benzooxazepine-2(1H)-carboxylic acid tert-butyl ester